CC1=CC=2C(=CC=3CCCCC3C2)C1[Si](C)(C)Cl (2-methyl-5,6,7,8-tetrahydro-1H-cyclopenta[b]naphthalen-1-yl)chlorodimethylsilane